[O-2].[Ag+3].[Ag+] monosilver (I) monosilver (III) monoxide